C1(CC1)C=1C(=C2C(C(N(C2=C(C1)F)CC(=O)NC(C(CC(=O)OCC)(C)C)C)=O)(C)C)F ethyl 4-[2-(5-cyclopropyl-4,7-difluoro-3,3-dimethyl-2-oxoindol-1-yl)acetamido]-3,3-dimethylpentanoate